OC(C)C=1C(=NC(=CC1)N1C=NC2=C1C=CC(=C2)NC=2N=NC(=CC2)C)N2C[C@@H](C[C@@H]2C)C#N (3R,5s)-1-[3-(1-hydroxyethyl)-6-[5-[(6-methylpyridazin-3-yl)amino]benzimidazol-1-yl]-2-pyridinyl]-5-methyl-pyrrolidine-3-carbonitrile